O1NCCC=CC1 2,3,4,7-tetrahydro-1,2-oxaazepin